1-(3-(4-(4-((3-(4-(difluoromethoxy)phenyl)imidazo[1,2-a]pyrazin-8-yl)amino)-2-methylbenzoyl)piperazin-1-yl)-3-oxopropyl)guanidine FC(OC1=CC=C(C=C1)C1=CN=C2N1C=CN=C2NC2=CC(=C(C(=O)N1CCN(CC1)C(CCNC(=N)N)=O)C=C2)C)F